5-chloro-N-[(2R)-2-cyclopropyl-3-(2,4-difluorophenyl)-2-methylpropyl]-4-oxo-3H-pyrimidine-2-carboxamide ClC=1C(NC(=NC1)C(=O)NC[C@@](CC1=C(C=C(C=C1)F)F)(C)C1CC1)=O